[1-(4,6-difluoro-2-methyl-indolin-1-yl)ethyl]-N,N-dimethyl-2-morpholino-4-oxo-pyrido[1,2-a]Pyrimidine-7-carboxamide FC1=C2CC(N(C2=CC(=C1)F)C(C)C1=C(N=C2N(C1=O)C=C(C=C2)C(=O)N(C)C)N2CCOCC2)C